C(C)(C)(C)C1=NN(C(=C1)NC(=O)NC1=C(C=C(C=C1)OC1=CC=NC=2NC(C=NC21)=O)SC)C2=C(C=CC=C2)Cl 1-(3-(tert-butyl)-1-(2-chlorophenyl)-1H-pyrazol-5-yl)-3-(2-(methylthio)-4-((3-keto-3,4-dihydropyrido[2,3-b]pyrazin-8-yl)oxy)phenyl)urea